COC(CC=1C=C2C(=C(N(C2=CC1)S(=O)(=O)C1=CC=C(C)C=C1)Br)[Se]C(F)(F)F)=O 2-(2-bromo-1-tosyl-3-(trifluoromethylseleno)-1H-indol-5-yl)acetic acid methyl ester